1,1,2,2,3,3,4,4,4-nonafluorobutane-sulfonate FC(C(C(C(F)(F)F)(F)F)(F)F)(S(=O)(=O)[O-])F